3,4,9,10-Perylenetetracarboxylic 3,4:9,10-dianhydride C1=CC2=C3C(=CC=C4C5=CC=C6C=7C(=CC=C(C1=C34)C57)C(=O)OC6=O)C(=O)OC2=O